CCC\C=C/CCC CIS-4-OCTENE